C(#N)C1(CC1)NS(=O)(=O)C=1C=C(C=2N(C1)C(=CN2)C=2SC(=NN2)C(F)F)N2CCN(CC2)C(=O)N(C)C 4-(6-(N-(1-cyanocyclopropyl)sulfamoyl)-3-(5-(difluoromethyl)-1,3,4-thiadiazol-2-yl)imidazo[1,2-a]pyridin-8-yl)-N,N-dimethylpiperazine-1-carboxamide